FC=1C(=CC(=NC1)OC)C1=CC(=NN1)C(=O)N1[C@H](C[C@@H]([C@H](C1)C)C(=O)NC1CCC(CC1)(C(F)(F)F)O)C (2S,4S,5R)-1-(5-(5-fluoro-2-methoxypyridin-4-yl)-1H-pyrazole-3-carbonyl)-N-((1r,4S)-4-hydroxy-4-(trifluoromethyl)cyclohexyl)-2,5-dimethylpiperidin-4-carboxamide